4-[2-(4-methylbenzoyl)hydrazinecarbonyl]piperidine-1-carboxylic acid tert-butyl ester C(C)(C)(C)OC(=O)N1CCC(CC1)C(=O)NNC(C1=CC=C(C=C1)C)=O